methyl 3-(trifluoromethyl)pyrrolidine-3-carboxylate hydrochloride Cl.FC(C1(CNCC1)C(=O)OC)(F)F